C(C)(C)N1CC(N(C2(CCN(C2)C(=O)NC2=CC=CC=C2)C1=O)CC1=CC=C(C=C1)C(F)(F)F)=O 9-isopropyl-7,10-dioxo-N-phenyl-6-(4-(trifluoro-methyl)benzyl)-2,6,9-triazaspiro[4.5]decane-2-carboxamide